ClC=1C(=C(C(=CC1)C(F)F)C=1N=C(C(=NC1)C(=O)NC=1C=NN(C1)CC1=NC=C(C(=C1F)C)N1C([C@@H]2C[C@@H]2C1)=O)C)F (3-chloro-6-(difluoromethyl)-2-fluorophenyl)-N-(1-((3-fluoro-4-methyl-5-((1R,5S)-2-oxo-3-azabicyclo[3.1.0]hex-3-yl)pyridin-2-yl)methyl)-1H-pyrazol-4-yl)-3-methylpyrazine-2-carboxamide